COC(C1=NC(=CC=C1Cl)C1=C(C=C(C(=C1)Cl)C(F)(F)F)C)=O.ClC1=C2C=NC(=NC2=CC=C1)NC1=NC(=NC=C1)NC1=CC(=C(C=C1)OC1CC(C1)N(C)C)OC 4-(5-chloro-2-quinazolinylamino)-2-{3-methoxy-4-[(1s,3s)-3-(dimethylamino)cyclobutoxy]phenylamino}pyrimidine Methyl-3-chloro-6-(5-chloro-2-methyl-4-(trifluoromethyl)phenyl)picolinate